(Z)-5-((1H-benzo[d]imidazol-5-yl)methylene)-2-(benzyl-(phenyl)amino)-3,5-dihydro-4H-imidazol-4-one N1C=NC2=C1C=CC(=C2)\C=C/2\C(NC(=N2)N(C2=CC=CC=C2)CC2=CC=CC=C2)=O